[C@@H]1(C[C@H](O)[C@H](O1)CO)N1C=NC2=C1NC=NC[C@H]2O (8R)-3-(2-deoxy-β-D-erythro-pentofuranosyl)-3,4,7,8-tetrahydroimidazo[4,5-d][1,3]diazepin-8-ol